COC=1C(=NC=CC1)[C@H]1[C@H](O[C@]([C@@H]1C)(C(F)(F)F)C)C(=O)NC1=CC(=NC=C1)C(=O)N (2S,3S,4R,5R)-4-[[3-(3-Methoxy-2-pyridyl)-4,5-dimethyl-5-(trifluoromethyl)tetrahydrofuran-2-carbonyl]amino]pyridin-2-carboxamid